C1(=CC=CC=C1)C(C1CO1)OCCCC Z-butyl phenyl-glycidyl ether